FC(F)(F)SC=1C(=NC=CC1)N 3-[(trifluoromethyl)sulfanyl]pyridin-2-amine